COC1=CC=C(C=C1)CS (4-methoxyphenyl)-methyl mercaptan